cyano-4-(dodecyl-sulfanylthiocarbonyl)sulfanylpentanoic acid C(#N)C(C(=O)O)CC(C)SC(=S)SCCCCCCCCCCCC